FC=1C=CC2=C(N(C=N2)C2=NC(=CC(=N2)N=S(=O)(C)C)N2[C@@H](COCC2)C)C1 (R)-((2-(6-fluoro-1H-benzo[d]imidazol-1-yl)-6-(3-methylmorpholino)-pyrimidin-4-yl)imino)-dimethyl-λ6-sulfanone